CC=1C=C(C=C(C1)C)N=C=O 3,5-dimethylphenylisocyanate